(R,Z)-3-((5-(bicyclo[1.1.1]pentan-1-yl)-3-butyl-7-fluoro-2-methyl-1,1-dioxido-2,3,4,5-tetrahydrobenzo[f][1,2,5]thiadiazepin-8-yl)oxy)-2-fluoroacrylic acid C12(CC(C1)C2)N2C[C@H](N(S(C1=C2C=C(C(=C1)O\C=C(\C(=O)O)/F)F)(=O)=O)C)CCCC